(R)-5-methyl-dihydrofuran-2(3H)-one C[C@@H]1CCC(O1)=O